CC1=C(C=CC=C1C)NC(C(=O)N[C@H](C(N[C@@H](C[C@H]1C(NCC1)=O)C(COC1=C(C(=CC(=C1F)F)F)F)=O)=O)CC(C)C)=O N1-(2,3-dimethylphenyl)-N2-((S)-4-methyl-1-oxo-1-(((S)-3-oxo-1-((S)-2-oxopyrrolidin-3-yl)-4-(2,3,5,6-tetrafluorophenoxy)butan-2-yl)amino)pentan-2-yl)oxalamide